((2R,6S)-2,6-dimethyltetrahydro-2H-pyran-4-yl)-3-(1-isopropyl-1H-imidazol-4-yl)-1-(4-methoxybenzyl)-1H-pyrazolo[4,3-c]pyridin-4-amine C[C@H]1O[C@H](CC(C1)C1=CC2=C(C(=N1)N)C(=NN2CC2=CC=C(C=C2)OC)C=2N=CN(C2)C(C)C)C